C(OCC(C)(OCCC(C(C(C(C(C(F)(F)F)(F)F)(F)F)(F)F)(F)F)(F)F)OCCC(C(C(C(C(C(F)(F)F)(F)F)(F)F)(F)F)(F)F)(F)F)(OC1=CC=C(C=C1)[N+](=O)[O-])=O 2,2-bis((3,3,4,4,5,5,6,6,7,7,8,8,8-tridecafluorooctyl)oxy)propyl (4-nitrophenyl) carbonate